C(NC1C(CCCC1CC(C)(C)C)CC(C)(C)C)NC1C(CCCC1CC(C)(C)C)CC(C)(C)C methylenebis(2,6-di(neopentyl)cyclohexylamine)